methyl 5-[[6-(1-fluoro-1-methyl-ethyl)pyridine-2-carbonyl]amino]-2-[4-(hydroxyl methyl)cyclohexyl]indazole-6-carboxylate FC(C)(C)C1=CC=CC(=N1)C(=O)NC1=CC2=CN(N=C2C=C1C(=O)OC)C1CCC(CC1)CO